C1(=C(C=CC=C1)C1=C([Se]C2=C1C=CC=C2)C2=C(C=CC=C2)C2=NN=NC(=C2C2=C(C(=CC=1C3=CC=CC=C3CC21)C)C)C2=CC=CC=C2)C2=CC=CC=C2 [(biphenylyl)benzoselenophenyl][Phenyl(dimethylfluorenyl)triazinyl]benzene